N1CCCC[C@@]12CN(CCC2)C2=C1C(=NC=C2)N(C=C1C=1SC=CN1)COCC[Si](C)(C)C 2-[[4-[(6R)-1,8-diazaspiro[5.5]undecan-8-yl]-3-thiazol-2-yl-pyrrolo[2,3-b]pyridin-1-yl]methoxy]ethyl-trimethyl-silane